2-((1-methyl-1H-benzo[d]imidazol-2-yl)amino)butanoic acid CN1C(=NC2=C1C=CC=C2)NC(C(=O)O)CC